N-methylindolizine-6-carboxamide CNC(=O)C1=CN2C=CC=C2C=C1